ClC=1C(=C(C=CC1)NC(=O)C1=CC(=CC=2NC(=NC21)N2CCCCC2)NC(=O)C2=C(C=CC=C2)C(F)(F)F)C N-(3-chloro-2-methylphenyl)-2-(piperidin-1-yl)-6-({[2-(trifluoromethyl)phenyl]carbonyl}amino)-1H-benzimidazole-4-carboxamide